CC1=NOC(=C1C=1C=C(OC2=C(C=C(C=C2C)NC(=O)NC2CCC(CC2)O)C)C=C(C1)C)C 1-(4-(3-(3,5-dimethylisoxazol-4-yl)-5-methylphenoxy)-3,5-dimethylphenyl)-3-((1r,4r)-4-hydroxycyclohexyl)urea